N(=[N+]=[N-])CCOC(C(C=O)=O)F 3-(2-azidoethoxy)-3-fluoro-2-oxopropanal